(E)-ethyl 3-(3-chloropyridin-4-yl)acrylate ClC=1C=NC=CC1/C=C/C(=O)OCC